2-[2-(aminomethyl)-3,3-difluoro-allyl]-4-[3-methyl-5-[2-(6-morpholino-3-pyridinyl)ethynyl]-2-pyridinyl]-1,2,4-triazol-3-one NCC(CN1N=CN(C1=O)C1=NC=C(C=C1C)C#CC=1C=NC(=CC1)N1CCOCC1)=C(F)F